COCCOC1=CC=C(C=C1)C1=CC=C(C=C1)C(C)=O 1-(4'-(2-methoxyethoxy)-[1,1'-biphenyl]-4-yl)ethan-1-one